2-[(1S)-1-(3-ethoxy-4-methoxy-phenyl)-2-methylsulfonyl-ethyl]-5-fluoro-isoindoline-1,3-dione C(C)OC=1C=C(C=CC1OC)[C@@H](CS(=O)(=O)C)N1C(C2=CC=C(C=C2C1=O)F)=O